1,4-tetramethylenediamine C(CCN)CN